N,N-dimethylaminoformamide CNN(C=O)NC